ClCC=1C=CC=2C=3C(C(NC2C1F)=O)=CN(N3)C 7-(chloromethyl)-6-fluoro-2-methyl-5H-pyrazolo[4,3-C]quinolin-4-one